4-((R or S)-6-chloro-4-((1R,5S)-1,5-dimethyl-3,8-diazabicyclo[3.2.1]octan-3-yl)-8-fluoro-2-(((S)-1-methylpyrrolidin-2-yl)methoxy)quinazolin-7-yl)naphthalen-2-ol diformate C(=O)O.C(=O)O.ClC=1C=C2C(=NC(=NC2=C(C1C1=CC(=CC2=CC=CC=C12)O)F)OC[C@H]1N(CCC1)C)N1C[C@]2(CC[C@@](C1)(N2)C)C